2-((1-(4-chlorophenyl)-4-phenyl-1H-imidazol-2-yl)sulfonyl)-N-(2,3-dimethylphenyl)acetamide ClC1=CC=C(C=C1)N1C(=NC(=C1)C1=CC=CC=C1)S(=O)(=O)CC(=O)NC1=C(C(=CC=C1)C)C